tert-Butyl 4-[4-[3-cyano-5-[(1R)-1-(5-fluoro-2-pyridyl)ethoxy]imidazo[1,2-a]pyridin-7-yl]-5-methyl-triazol-1-yl]azepane-1-carboxylate C(#N)C1=CN=C2N1C(=CC(=C2)C=2N=NN(C2C)C2CCN(CCC2)C(=O)OC(C)(C)C)O[C@H](C)C2=NC=C(C=C2)F